diethyl 2-(3-(4-amino-7-(cis-3-(azetidin-1-ylmethyl)cyclobutyl)-7H-pyrrolo[2,3-d]pyrimidin-5-yl)phenoxy)ethylphosphonate NC=1C2=C(N=CN1)N(C=C2C=2C=C(OCCP(OCC)(OCC)=O)C=CC2)[C@@H]2C[C@@H](C2)CN2CCC2